4-(2,2-difluorocyclobutane-1-carbonyl)-10,10-dimethyl-9-oxo-1-oxa-4-azaspiro[5.5]undec-7-ene-8-carbonitrile FC1(C(CC1)C(=O)N1CCOC2(C1)C=C(C(C(C2)(C)C)=O)C#N)F